C(CCCCC)OC(CCCCCCCNCCO)=O 8-((2-hydroxyethyl)amino)octanoic acid hexyl ester